BrC=1C=C(C=C(C1Cl)Cl)C(\C=C(/F)\C1=CC(=C(C(=O)O)C=C1)C(F)(F)F)C(F)(F)F (Z)-4-(3-(3-bromo-4,5-dichlorophenyl)-1,4,4,4-tetrafluorobut-1-en-1-yl)-2-(trifluoromethyl)benzoic acid